(2-[(methoxydimethylsilyl)methoxy]-5-hydroxyphenyl)triphenylphosphonium bromide [Br-].CO[Si](C)(C)COC1=C(C=C(C=C1)O)[P+](C1=CC=CC=C1)(C1=CC=CC=C1)C1=CC=CC=C1